4-(tert-butyl)-2,6-dimethyl-N-(3-(piperidin-4-yl)-5-(trifluoromethyl)phenyl)-benzenesulfonamide C(C)(C)(C)C1=CC(=C(C(=C1)C)S(=O)(=O)NC1=CC(=CC(=C1)C(F)(F)F)C1CCNCC1)C